2-(3,5-dimethylphenyl)-4-methyl-quinoline CC=1C=C(C=C(C1)C)C1=NC2=CC=CC=C2C(=C1)C